O1C=C(C2=C1C=CC=C2)C=2C=C(SC2)C(CCC(=O)O)=O 4-(4-(benzofuran-3-yl)thiophen-2-yl)-4-oxobutanoic acid